FC=1C=C(C=C(C1)F)C=1SC=C(N1)C[C@@H]1N(CC[C@@H]1NS(=O)(=O)C)C(=O)C1(CCC1)O N-(cis-2-((2-(3,5-difluorophenyl)-1,3-thiazol-4-yl)methyl)-1-((1-hydroxycyclobutyl)carbonyl)pyrrolidin-3-yl)methanesulfonamide